ClC=1C=CC(=NC1)C1=CN=C(O1)NC=1C(=NC=CC1)C(=NO)N ((5-(5-Chloropyridin-2-yl)oxazol-2-yl)amino)-N'-hydroxypyridinecarboxamidine